FC1=C(C(=CC(=C1)F)OC(C)C)C=1C2=C(C(=NC1C1=NN3C(CN([C@@H](C3)C)C(=O)OC(C)(C)C)=C1)OS(=O)(=O)C(F)(F)F)C=CS2 tert-butyl (6R)-2-(7-(2,4-difluoro-6-isopropoxyphenyl)-4-(((trifluoromethyl) sulfonyl) oxy) thieno[3,2-c]pyridin-6-yl)-6-methyl-6,7-dihydropyrazolo[1,5-a]pyrazine-5(4H)-carboxylate